2-(4-amino-1-(4-aminobutyl)-1H-pyrazolo[3,4-d]pyrimidin-3-yl)-1H-indol-6-ol trifluoroacetic acid salt FC(C(=O)O)(F)F.NC1=C2C(=NC=N1)N(N=C2C=2NC1=CC(=CC=C1C2)O)CCCCN